1,8-dichlorononane ClCCCCCCCC(C)Cl